OC(=O)C(F)(F)F.ClC1=CC(=C(CC2=CC=CC=3N=C4N(CCNC4)C32)C=C1)F 6-(4-chloro-2-fluorobenzyl)-1,2,3,4-tetrahydrobenzo[4,5]imidazo[1,2-a]pyrazine TFA salt